Cl.NC1CCN(CC1)C1=NC(=C(C(=C1C#N)CC)C#N)SCC=1C=NN(C1)CC(CO)O 2-(4-Aminopiperidin-1-yl)-6-(((1-(2,3-dihydroxypropyl)-1H-pyrazol-4-yl)methyl)thio)-4-ethylpyridine-3,5-dicarbonitrile, hydrochloride